FS(=O)(=O)C1=C(C=C(O[C@H]2CN(CCC2)C(=O)OC(C)(C)C)C=C1)OC tert-butyl (3R)-3-(4-fluorosulfonyl-3-methoxy-phenoxy)piperidine-1-carboxylate